C(C)(=O)OCC1=C(C(=NC(=N1)SC)N1C[C@H](N(CC1)C(=O)[O-])C#N)NC(=O)OC(C)(C)C (S)-4-(6-(acetoxymethyl)-5-((tert-Butoxycarbonyl)amino)-2-(methylthio)pyrimidin-4-yl)-2-(cyano)piperazine-1-carboxylate